(phenylphosphoryl)-bis(mesityl) ketone C1(=CC=CC=C1)P1(=O)C2=C(C(=C(C=C2C)C)C(=O)C2=C(C=C(C1=C2C)C)C)C